6-(4-ethyl-3-(hydroxymethyl)-5-oxo-4,5-dihydro-1H-1,2,4-triazol-1-yl)-7-fluoro-4-isopropyl-2-(5-methylisothiazol-4-yl)isoquinolin-1(2H)-one C(C)N1C(=NN(C1=O)C=1C=C2C(=CN(C(C2=CC1F)=O)C=1C=NSC1C)C(C)C)CO